ClC=1C(=C(C=CC1)NC1=C(NC2=C1C(NCC2)=O)C2=C(C=NC=C2)OC[C@H]2N(CC2)S(=O)(=O)C)OC 3-[(3-chloro-2-methoxyphenyl)amino]-2-(3-{[(2S)-1-methanesulfonylazetidin-2-yl]methoxy}pyridin-4-yl)-1H,5H,6H,7H-pyrrolo[3,2-c]pyridin-4-one